1,2,7-Heptanetriamine C(C(CCCCCN)N)N